(2S,4R)-tert-butyl 2-((6-bromopyridin-2-yl)carbamoyl)-4-methoxypyrrolidine-1-carboxylate BrC1=CC=CC(=N1)NC(=O)[C@H]1N(C[C@@H](C1)OC)C(=O)OC(C)(C)C